7-bromo-2,3-dimethyl-9-[3-(trifluoromethyl)-1-bicyclo[1.1.1]pentanyl]pyrazino[1,2-a]pyrimidin-4-one BrC=1N=C(C=2N(C(C(=C(N2)C)C)=O)C1)C12CC(C1)(C2)C(F)(F)F